BrC=1C(=C(C(=C(C=O)C1)F)CC)F 5-bromo-3-ethyl-2,4-difluorobenzaldehyde